azobisisovaleronitrile N(=NC(C#N)C(C)C)C(C#N)C(C)C